4-((2,4-difluoro-5-(1H-pyrazol-5-yl)benzyl)oxy)phenyl sulfurofluoridate S(OC1=CC=C(C=C1)OCC1=C(C=C(C(=C1)C1=CC=NN1)F)F)(=O)(=O)F